sulfuric acid-triethanolamine salt N(CCO)(CCO)CCO.S(O)(O)(=O)=O